(2R,3S,4R,5R,6S)-4,5,6-trihydroxy-2-(hydroxymethyl)tetrahydro-2H-pyran-3-yl 3,6-dichloro-2-methoxybenzoate ClC=1C(=C(C(=O)O[C@@H]2[C@H](O[C@@H]([C@@H]([C@H]2O)O)O)CO)C(=CC1)Cl)OC